6-Bromo-3-(2-(methylthio)ethyl)isobenzofuran-1(3H)-one BrC1=CC=C2C(OC(C2=C1)=O)CCSC